C(C)(=O)OC(CC)C 1-Methyl-2-propanol acetate